(1H-benzimidazol-2-ylmethyl)-2-(3-fluorophenyl)pyrazolo[1,5-a]pyrimidin-5-amine N1C(=NC2=C1C=CC=C2)CC=2C(=NN1C2N=C(C=C1)N)C1=CC(=CC=C1)F